1,3-dimethylimidazole nitrate salt [N+](=O)(O)[O-].CN1CN(C=C1)C